N-(3-chloro-4-fluorophenyl)-4'-methyl-3'-oxo-4',7',8',12'-tetraazaspiro[cyclopropane-1,5'-tricyclo[7.4.0.02,7]tridecane] ClC=1C=C(C=CC1F)N1CCC2NN3CC4(N(C(C3C2C1)=O)C)CC4